FC1=CC(=C(O[C@H](C(=O)O)C)C=C1)C(CC)=O (2S)-2-(4-fluoro-2-propionylphenoxy)propionic acid